ClC=1C(=C(C=CC1)O)C1CCNCC1 3-chloro-2-(piperidin-4-yl)phenol